methyl (S)-2-((2-(2,6-difluoro-4-(methylcarbamoyl)phenyl)-7-(di-fluoromethyl)imidazo[1,2-a]pyridin-3-yl)methyl)morpholine-4-carboxylate FC1=C(C(=CC(=C1)C(NC)=O)F)C=1N=C2N(C=CC(=C2)C(F)F)C1C[C@H]1CN(CCO1)C(=O)OC